FC=1C=2OCC(N3C=C(C(C(=CC1F)C32)=O)CN[C@@H]3CN(CCC3)C=3C=CC(=NC3)C#N)C 5-[(3S)-3-[(6,7-difluoro-2-methyl-10-oxo-4-oxa-1-azatricyclo[7.3.1.05,13]tridecane-5(13),6,8,11-tetraen-11-yl)methylamino]-1-piperidinyl]pyridine-2-carbonitrile